FC(C(C)C=CCCC)(F)F 2-(trifluoromethyl)hept-3-ene